C=C1C(NC1)=O 3-methyleneazetidin-2-one